C(C)OC(C(F)=C1CCN(CC1)C(=O)OC(C)(C)C)=O tert-butyl 4-(2-ethoxy-1-fluoro-2-oxoethylidene)piperidine-1-carboxylate